2-((3-(2-chloro-3-phenylanilino)-1-methylindazol-6-ylidene)amino)-propionic acid ClC1=C(NC=2NN(C3=CC(C=CC23)=NC(C(=O)O)C)C)C=CC=C1C1=CC=CC=C1